tert-Butyl 4-(benzyloxycarbonylamino)-5,5-dicyclopropyl-3-oxopentanoate C(C1=CC=CC=C1)OC(=O)NC(C(CC(=O)OC(C)(C)C)=O)C(C1CC1)C1CC1